NC1=C(C(=O)NC23CCC(CC2)(CC3)O)C=C(C=N1)C1=CC=C(C=C1)[C@@]13CN(C[C@H]3C1)CCF 2-amino-5-(4-((1r,5s)-3-(2-fluoroethyl)-3-azabicyclo[3.1.0]hex-1-yl)phenyl)-N-(4-hydroxybicyclo[2.2.2]oct-1-yl)nicotinamide